di(1,2-dimethylpentyl)phosphinic acid CC(C(CCC)C)P(O)(=O)C(C(CCC)C)C